[I-].C1(CCCC1)C([N+]1(CCC=C(C1)C1=NSN=C1OCCCCCC)C)OC(CCCCCCCCC)=O 1-(Cyclopentyl(decanoyloxy)methyl)-5-(4-(hexyloxy)-1,2,5-thiadiazol-3-yl)-1-methyl-1,2,3,6-tetrahydropyridin-1-ium iodide